FC=1C=C(C=C(C1)F)[C@H]1NCCC2=CC=CC=C12 |r| racemic-1-(3,5-difluorophenyl)tetrahydroisoquinoline